[Al+3].CC1=NC2=C(C=CC=C2C=C1C=1C(=C(C=CC1C1=CC=CC=C1)[O-])C=1C(=NC2=C(C=CC=C2C1)O)C)O.CC1=NC2=C(C=CC=C2C=C1C=1C(=C(C=CC1C1=CC=CC=C1)[O-])C=1C(=NC2=C(C=CC=C2C1)O)C)O.CC1=NC2=C(C=CC=C2C=C1C=1C(=C(C=CC1C1=CC=CC=C1)[O-])C=1C(=NC2=C(C=CC=C2C1)O)C)O bis(2-methyl-8-hydroxyquinolinyl)(p-phenylphenolate) aluminum